C(C)(C)(C)C(=O)N[C@@H](C[C@@H](C(=O)N)C)C(=O)OCC (2S,4S)-4-(tertiary butyl-carbonyl-amino)-5-ethoxy-2-methyl-5-oxo-valeramide